O=C1NC(CC[C@@H]1NC(=O)C=1C=NC=CC1)=O N-[(3S)-2,6-dioxo-3-piperidyl]pyridine-3-carboxamide